tert-Butyl 1-(1H-imidazol-4-yl)-2-azabicyclo[2.1.1]hexane-2-carboxylate N1C=NC(=C1)C12N(CC(C1)C2)C(=O)OC(C)(C)C